4-ethyl-N-(8-methyl-2-oxo-3,4-dihydro-1H-quinolin-6-yl)pyrimidine-5-carboxamide C(C)C1=NC=NC=C1C(=O)NC=1C=C2CCC(NC2=C(C1)C)=O